NCC=1C=CC(=C(C1)CC(=O)O)NC(=O)C1=CC2=C(OCCC3=C2SC=C3)C=C1C=1C(=NC(=CC1)C(NCCC)=O)C(=O)OC 2-(5-(aminomethyl)-2-(8-(2-(methoxycarbonyl)-6-(propylcarbamoyl)pyridin-3-yl)-4,5-dihydrobenzo[b]thieno[2,3-d]oxepine-9-carboxamido)phenyl)acetic acid